C(#N)[C@H](CC=1SC(=CC1)C1=CC=C2CC(N(C2=C1)C)=O)NC(=O)[C@H]1OCCCNC1 (S)-N-((S)-1-cyano-2-(5-(1-methyl-2-oxoindolin-6-yl)thiophen-2-yl)ethyl)-1,4-oxazepane-2-carboxamide